tert-butyl [(3R,6S)-6-{1-[trans-4-(4-methyl-5-{(1R)-1-[3-(propan-2-yl)phenoxy]ethyl}-4H-1,2,4-triazol-3-yl)cyclohexyl]-1H-1,2,3-triazol-4-yl}tetrahydro-2H-pyran-3-yl]carbamate CN1C(=NN=C1[C@@H](C)OC1=CC(=CC=C1)C(C)C)[C@@H]1CC[C@H](CC1)N1N=NC(=C1)[C@@H]1CC[C@H](CO1)NC(OC(C)(C)C)=O